(2-(4-fluorophenyl)-3-(2-methylpyridin-4-yl)-6,7-dihydropyrazolo[1,5-a]pyrazin-5(4H)-yl)(pyridin-4-yl)methanone FC1=CC=C(C=C1)C1=NN2C(CN(CC2)C(=O)C2=CC=NC=C2)=C1C1=CC(=NC=C1)C